13-chloro-10-[2,6-difluoro-4-({2-[(oxan-4-yl)amino]ethyl}amino)phenyl]-8-ethyl-9-oxo-3,8,10-triazatricyclo[9.4.0.02,7]pentadeca-1(11),2(7),3,5,12,14-hexaene-4-carbonitrile ClC1=CC=2N(C(N(C=3C=CC(=NC3C2C=C1)C#N)CC)=O)C1=C(C=C(C=C1F)NCCNC1CCOCC1)F